2-(2-iodo-4-nitrophenyl)propanoic acid IC1=C(C=CC(=C1)[N+](=O)[O-])C(C(=O)O)C